1,2,3,6-tetrahydro-4-(trifluoromethyl)pyridine FC(C=1CCNCC1)(F)F